4-(3-((3aR,4R,6R,6aS)-6-(4-chloro-7H-pyrrolo[2,3-d]pyrimidin-7-yl)-2,2-dimethyltetrahydro-4H-cyclopenta[d][1,3]dioxol-4-yl)phenyl)isothiazole ClC=1C2=C(N=CN1)N(C=C2)[C@@H]2C[C@@H]([C@@H]1[C@H]2OC(O1)(C)C)C=1C=C(C=CC1)C=1C=NSC1